2-[[4-[(7-chloro-4-quinolinyl)amino]pentyl]ethylamino]-ethanol ClC1=CC=C2C(=CC=NC2=C1)NC(CCCN(CCO)CC)C